CCCCC/C=C\\C=C\\[C@@H](C/C=C\\C/C=C\\CCCC(=O)O)OO The molecule is a HPETE. It has a role as a mouse metabolite. It derives from an icosa-5,8,12,14-tetraenoic acid. It is a conjugate acid of an 11(R)-HPETE(1-).